The molecule is an organic cation obtained by protonation of the tertiary amino function of N-allyl-1-phenyl-2,3,4,5-tetrahydro-3-benzazepine-7,8-diol. It is an ammonium ion derivative and an organic cation. It is a conjugate base of a N-allyl-1-phenyl-2,3,4,5-tetrahydro-3-benzazepine-7,8-diol. C=CC[NH+]1CCC2=CC(=C(C=C2C(C1)C3=CC=CC=C3)O)O